C[C@@]1(N(CCC1)S(=O)(=O)C=1C(=NC(=CC1)C)OCC[C@H](CCNC1CCC(CC1)(F)F)C)C(=O)O methyl-((2-(((S)-5-((4,4-difluorocyclohexyl)amino)-3-methylpentyl)oxy)-6-methylpyridin-3-yl)sulfonyl)-L-proline